tert-butyl (1-(4-(4-(2,4-dioxotetrahydropyrimidin-1(2H)-yl)-3-methoxyphenoxy) butanoyl)piperidin-4-yl)carbamate O=C1N(CCC(N1)=O)C1=C(C=C(OCCCC(=O)N2CCC(CC2)NC(OC(C)(C)C)=O)C=C1)OC